3,5-difluorophenyl diphenyl phosphate P(=O)(OC1=CC(=CC(=C1)F)F)(OC1=CC=CC=C1)OC1=CC=CC=C1